FC=1C=C(C=CC1)OC 3-Fluoroanisole